FC1=CC=C(C=C1)[C@H](C)NC1=NC(=CC(=C1)C1=CC=NN1C)NC1=NC=CN=C1 (S)-N2-[1-(4-fluorophenyl)ethyl]-4-(1-methyl-1H-pyrazol-5-yl)-N6-(pyrazin-2-yl)pyridine-2,6-diamine